ethyl 3-(4-cyanophenyl)-3-oxopropionate C(#N)C1=CC=C(C=C1)C(CC(=O)OCC)=O